OC=1C=CC=C2C(=CC=NC12)CC(=O)OC methyl 2-(8-hydroxyquinolin-4-yl)acetate